(1-ethoxy-1-oxopropan-2-yl)triphenylphosphonium C(C)OC(C(C)[P+](C1=CC=CC=C1)(C1=CC=CC=C1)C1=CC=CC=C1)=O